C1(CC1)C1=NNC=C1C=1N=CC(=C2C=CC=NC12)F 3-cyclopropyl-4-(5-fluoro-1,7-naphthyridin-8-yl)-1H-pyrazole